N-((6-(isoxazol-3-ylmethoxy)-3-methyl-1H-indol-2-yl)methyl)-1-methylcyclopropane-1-carboxamide O1N=C(C=C1)COC1=CC=C2C(=C(NC2=C1)CNC(=O)C1(CC1)C)C